C[Si]1(CCC(CC1)NC(=O)C1=CC2=C(N=C(S2)C2=CC=CC=C2)N1)C N-(1,1-dimethylsilinan-4-yl)-2-phenyl-4H-pyrrolo[2,3-d]thiazole-5-carboxamide